NC1=NC=C(C2=C1C(=C(S2)C2=C(C=C(C=C2)NC(C(=C)C)=O)C)C2=CC=C(C=C2)OC2=NC=CC(=N2)C)C=2C=NN(C2)C N-(4-(4-amino-7-(1-methyl-1H-pyrazol-4-yl)-3-(4-((4-methylpyrimidin-2-yl)oxy)phenyl)thieno[3,2-c]pyridin-2-yl)-3-methylphenyl)methacrylamide